(4Z)-4-(1,3-benzothiazol-6-ylmethylene)-2-[2-(2-pyridyl)ethylamino]-1H-imidazol-5-one S1C=NC2=C1C=C(C=C2)\C=C\2/N=C(NC2=O)NCCC2=NC=CC=C2